boron thiophenal S1C(=CC=C1)C=O.[B]